CN(CCN(C1=C(C=C(C(=C1)OC)NC1=NC=CC(=N1)C=1C=C(C2=C(N=C(O2)C)C1)F)NC(C=C)=O)C)C N-(2-((2-(dimethylamino)ethyl)(methyl)amino)-5-((4-(7-fluoro-2-methylbenzo[d]oxazole-5-yl)pyrimidin-2-yl)amino)-4-methoxyphenyl)acrylamide